SCCCC(=O)N[C@@H](CS)C(=O)O N-(4-mercapto-1-oxobutyl)-L-cysteine